6-chloro-N-(1-cyclopropyl-5-methyl-1H-pyrazol-4-yl)-7-(piperidin-4-yl)quinazolin-2-amine ClC=1C=C2C=NC(=NC2=CC1C1CCNCC1)NC=1C=NN(C1C)C1CC1